OC1=C(C=C(C=C1)NC(C1=CC=C(C=C1)SCC1=CC=C(C=C1)C(F)(F)F)=O)S(=O)(=O)C N-(4-hydroxy-3-(methylsulfonyl)phenyl)-4-((4-(trifluoromethyl)benzyl)thio)benzamide